6-[4-[3-(methylamino)propanoyl]-1,4-diazepan-1-yl]pyridine-3-carbonitrile hydrochloride Cl.CNCCC(=O)N1CCN(CCC1)C1=CC=C(C=N1)C#N